BrC1=C(C(=C(C(=C1F)F)C1=C(C(=C(C(=C1F)F)Br)F)F)F)F 4,4'-dibromo-2,2',3,3',5,5',6,6'-octafluoro-1,1'-biphenyl